6-(3-Methyl-1H-pyrrolo[2,3-b]pyridin-5-yl)-8-((S)-pyrrol-2-yl)-3,4-dihydroisoquinoline CC1=CNC2=NC=C(C=C21)C=2C=C1CCN=CC1=C(C2)C=2NC=CC2